6-(3-fluoro-1H-indazol-6-yl)-N-(4-morpholinophenyl)-[1,2,4]triazolo[4,3-a]pyrazin-8-amine FC1=NNC2=CC(=CC=C12)C=1N=C(C=2N(C1)C=NN2)NC2=CC=C(C=C2)N2CCOCC2